Cl.FC1=C(C=CC(=C1)[C@@H]1NC[C@H](C1)O)C=1N=C2SC3=C(N2C1)C=CC(=C3)C(=O)NC (2-fluoro-4-((trans)-4-hydroxypyrrolidin-2-yl)phenyl)-N-methylbenzo[d]imidazo[2,1-b]thiazole-7-carboxamide hydrochloride